phosphoric acid mono-[2-(3,5-bis-trifluoromethylphenylcarbamoyl)-4-chlorophenyl] ester FC(C=1C=C(C=C(C1)C(F)(F)F)NC(=O)C1=C(C=CC(=C1)Cl)OP(O)(O)=O)(F)F